(6bR,10aS)-ethyl-3-methyl-2,3,6b,7,8,9,10,10a-octahydro-1H-pyrido-[3',4':4,5]-pyrrolo[1,2,3-de]quinoxaline C(C)C1CN(C=2C=CC=C3C2N1[C@@H]1[C@H]3CNCC1)C